C(C)N1CC2CN(CC2C1)C1=CC2=CC=CC=C2C=C1 2-Ethyl-5-(naphthalen-2-yl)octahydropyrrolo[3,4-c]pyrrole